FC=1C=C(OC=2C=CC3=C(C(NS3(=O)=O)C)C2C)C=C(C1)F 5-(3,5-difluorophenoxy)-3,4-dimethyl-2,3-dihydrobenzo[d]isothiazole-1,1-dioxide